3-amino-2,2-dimethylpyrrolidine-1-carboxylic acid tert-butyl ester C(C)(C)(C)OC(=O)N1C(C(CC1)N)(C)C